C1=CC=CC2=NC3=CC=CC=C3C(=C12)C(=O)O Acridine-9-carboxylic acid